OC(C)(C)C=1C(NC(=CC1)C)=O 3-(2-hydroxypropan-2-yl)-6-methylpyridin-2(1H)-one